N,N-dimethyl-2-(4-methylpiperazin-1-yl)-5-nitroaniline CN(C1=C(C=CC(=C1)[N+](=O)[O-])N1CCN(CC1)C)C